OCCCOCCC(=O)[O-].[Li+] lithium(1+) 3-(3-hydroxypropoxy)propanoate